3-[5-(4-{2,6-diazaspiro[3.3]heptan-2-yl}phenyl)-3-methyl-2-oxo-1,3-benzodiazol-1-yl]piperidine-2,6-dione C1N(CC12CNC2)C2=CC=C(C=C2)C2=CC1=C(N(C(N1C)=O)C1C(NC(CC1)=O)=O)C=C2